ClC=1C=C(C=NC1N1N=CC=N1)NC(=O)C=1C=NN(C1C(F)(F)F)C1=C(C=C(C=C1Cl)F)Cl N-(5-chloro-6-(2H-1,2,3-triazol-2-yl)pyridin-3-yl)-1-(2,6-dichloro-4-fluorophenyl)-5-(trifluoromethyl)-1H-pyrazole-4-carboxamide